(3-(5-(5-(2,3-dihydro-1H-inden-4-yl)-6-methoxy-1H-pyrazolo[4,3-b]pyridin-3-yl)pyridin-2-yl)cyclobutyl)-2-methoxy-N-methylacetamide C1CCC2=C(C=CC=C12)C1=C(C=C2C(=N1)C(=NN2)C=2C=CC(=NC2)C2CC(C2)C(C(=O)NC)OC)OC